ethyl (R)-4-(piperidin-3-ylamino)-1H-pyrrolo[2,3-b]pyridine-5-carboxylate HCl salt Cl.N1C[C@@H](CCC1)NC1=C2C(=NC=C1C(=O)OCC)NC=C2